C(C1=CC=CC=C1)C=1C(=NC=C(N1)C1=CC=C(C=C1)OC)N 3-benzyl-5-(4-methoxyphenyl)pyrazin-2-amine